(R)-1-(4-((1-cyclobutylpiperidin-4-yl)oxy)phenyl)-3-(2-(2-methylpyrrolidin-1-yl)ethyl)thiourea C1(CCC1)N1CCC(CC1)OC1=CC=C(C=C1)NC(=S)NCCN1[C@@H](CCC1)C